3-((2S)-3-(8-(3,4-difluorophenylsulfonyl)-1-oxa-8-azaspiro[4.5]decan-3-ylamino)-2-hydroxypropoxy)-N-methylbenzenesulfonamide FC=1C=C(C=CC1F)S(=O)(=O)N1CCC2(CC(CO2)NC[C@@H](COC=2C=C(C=CC2)S(=O)(=O)NC)O)CC1